C1(CCCCC1)C(=C=C)B1NC=2C3=C(N1)C=CC=C3C=CC2 2-(1-cyclohexylpropane-1,2-dien-1-yl)-2,3-dihydro-1H-naphtho[1,8-de][1,3,2]diazaborine